1-(2-fluorophenyl)-3-(4-nitrophenyl)urea FC1=C(C=CC=C1)NC(=O)NC1=CC=C(C=C1)[N+](=O)[O-]